tert-Butyl 4-[1-[4-[(1S)-1-[(1-ethyl-2-oxo-4H-pyrimido[4,5-d][1,3]oxazin-7-yl)amino]ethyl]phenyl]-3-methyl-butyl]piperazine-1-carboxylate C(C)N1C(OCC2=C1N=C(N=C2)N[C@@H](C)C2=CC=C(C=C2)C(CC(C)C)N2CCN(CC2)C(=O)OC(C)(C)C)=O